ClC1=C(C=C(C#N)C=C1)C=1NC2=CC(=C(C(=C2C(C1)=O)F)C=1C=C2C(NCC2=CC1)=O)F 4-chloro-3-(5,7-difluoro-4-oxo-6-(3-oxoisoindolin-5-yl)-1,4-dihydroquinolin-2-yl)benzonitrile